4-cyclopropyl-3-[2-(trifluoromethyl)phenyl]-N-[2-(trifluoromethyl)pyridin-4-yl]-1,2-thiazole-5-carboxamide C1(CC1)C=1C(=NSC1C(=O)NC1=CC(=NC=C1)C(F)(F)F)C1=C(C=CC=C1)C(F)(F)F